(S)-2-((R)-1,2-dihydroxypropan-2-yl)-N'-((2,4,5,6-tetrahydro-1H-cyclobuta[f]inden-3-yl)carbamoyl)thiazole-5-sulfonimidamide OC[C@@](C)(O)C=1SC(=CN1)[S@](=O)(N)=NC(NC1=C2C(=CC=3CCCC13)CC2)=O